5-(N-(2-chlorobenzyl)-N-(2-(4-pivaloylpiperazin-1-yl)benzyl)sulfamoyl)-3-methylbenzofuran-2-carboxylic acid ClC1=C(CN(S(=O)(=O)C=2C=CC3=C(C(=C(O3)C(=O)O)C)C2)CC2=C(C=CC=C2)N2CCN(CC2)C(C(C)(C)C)=O)C=CC=C1